COC(CCC(N1C(C2=CC=CC(=C2C1)OCC1=CC=C(C=C1)CN1N=NC(=C1)C(N)=O)=O)C(N)=O)=O 4-Carbamoyl-4-{4-[4-(4-carbamoyl-[1,2,3]triazol-1-ylmethyl)-benzyloxy]-1-oxo-1,3-dihydro-isoindol-2-yl}-butyric acid methyl ester